C(C1=CC=CC=C1)N1C2=C(C3=C1C(N(N=C3)CC3=CC=CC=C3)=O)SC(=N2)C(C2=NN(C=C2)COCC[Si](C)(C)C)S(=O)(=O)C2=CC=CC=C2 4,6-dibenzyl-2-((phenylsulfonyl)(1-((2-(trimethylsilyl)ethoxy)methyl)-1H-pyrazol-3-yl)methyl)-4H-thiazolo[5',4':4,5]pyrrolo[2,3-d]pyridazin-5(6H)-one